O=C1NC(CC[C@@H]1N1C(C2=CC=C(C=C2C1)N1CCN(CC1)C(=O)N1CCN(CC1)CCOC1=CC=C(C=C1)\C(=C(/CC)\C1=CC=CC=C1)\C1=CC=C(C=C1)B(O)O)=O)=O (S,E)-(4-(1-(4-(2-(4-(4-(2-(2,6-dioxopiperidin-3-yl)-1-oxoisoindolin-5-yl)piperazine-1-carbonyl)piperazin-1-yl)ethoxy)phenyl)-2-phenylbut-1-en-1-yl)phenyl)boronic acid